NC1CC2=C(CN(C1=O)C1=CC=C(C=C1)S(=O)(=O)NC(C)(C)C)C=CC=C2 4-(4-amino-3-oxo-4,5-dihydro-1H-benzo[c]azepin-2(3H)-yl)-N-tert-butylbenzenesulfonamide